(4R)-2-oxooxazolidine-4-carboxylate O=C1OC[C@@H](N1)C(=O)[O-]